S(=O)(=O)(ON1[C@@H]2CC[C@H](N(C1=O)C2)C(NC(=O)[C@H]2CN(CC2)C)=N)O (2S,5R)-2-(N-((R)-1-methylpyrrolidine-3-carbonyl) carbamimidoyl)-7-oxo-1,6-diazabicyclo[3.2.1]octan-6-yl hydrogen sulfate